C1(CC1)COC=1C(=CC2=CN(N=C2C1)C1CCN(CC1)CC1(CNC1)F)NC(=O)C=1C=NN2C1N=CC=C2 N-(6-(cyclopropylmethoxy)-2-(1-((3-fluoroazetidin-3-yl)methyl)piperidin-4-yl)-2H-indazol-5-yl)pyrazolo[1,5-a]pyrimidine-3-carboxamide